C1(CC1)N1C=CC2=C(C=C(C=C12)F)N1C(C2=CC(=C(C=C2C(=C1)C(=O)N1CCOCC1)OC)OC)=O 2-(1-cyclopropyl-6-fluoro-1H-indol-4-yl)-6,7-dimethoxy-4-(morpholine-4-carbonyl)isoquinolin-1(2H)-one